ClC=1C=C2C(=CC1)C(OC21CCN(CC1)CC=1C=NN(C1)C[C@H](C(C)(C)O)O)C(=O)N 5-chloro-1'-[[1-[(2R)-2,3-dihydroxy-3-methyl-butyl]pyrazol-4-yl]methyl]spiro[1H-isobenzofuran-3,4'-piperidine]-1-carboxamide